1-(1-oxo-1,2-dihydroisoquinolin-4-ylmethyl)urea O=C1NC=C(C2=CC=CC=C12)CNC(=O)N